(1s,4s)-4-((4-(morpholinomethyl)-6-((5-(5-phenyl-1,3,4-oxadiazol-2-yl)thiazol-2-yl)amino)pyridin-2-yl)amino)cyclohexan-1-ol O1CCN(CC1)CC1=CC(=NC(=C1)NC=1SC(=CN1)C=1OC(=NN1)C1=CC=CC=C1)NC1CCC(CC1)O